P(=O)(F)(F)OC(COC(C(F)(F)F)C(F)(F)F)COC(C(F)(F)F)C(F)(F)F 1,3-bis(hexafluoroisopropoxy)-2-propanol difluorophosphate